8-[2-methoxy-4-(trifluoromethyl)phenyl]-N-[(3R)-1-methyl-3-piperidyl]-imidazo[1,2-d][1,2,4]triazin-5-amine COC1=C(C=CC(=C1)C(F)(F)F)C=1C=2N(C(=NN1)N[C@H]1CN(CCC1)C)C=CN2